C(#N)C=1C=C(C=CC1)S(=O)(=O)NC1CC(C1)NC1=C2C(=NC=C1C=1OC=C(N1)CCO)NC=C2 3-cyano-N-((1s,3s)-3-((5-(4-(2-hydroxyethyl)oxazol-2-yl)-1H-pyrrolo[2,3-b]pyridin-4-yl)amino)cyclobutyl)benzenesulfonamide